N-((R)-3-(3,4-Dihydroisoquinolin-2(1H)-yl)-2-hydroxypropyl)-6-(octahydropyrrolo[3,4-c]pyrrole-2-carbonyl)imidazo[1,2-a]pyridine-2-carboxamide C1N(CCC2=CC=CC=C12)C[C@@H](CNC(=O)C=1N=C2N(C=C(C=C2)C(=O)N2CC3CNCC3C2)C1)O